O1N[C@H](CC1)C=1C=C(C=CC1)C1=CC(=CC=C1)C(=O)N (R)-3'-(isoxazolidin-3-yl)-[1,1'-biphenyl]-3-carboxamide